(1R,3aR,6aS)-N-((R)-1-cyano-2-((R)-2-oxopiperidin-3-yl)ethyl)-4,4-difluoro-2-(9-hydroxy-9H-fluorene-9-carbonyl)octahydrocyclopenta[c]pyrrole-1-carboxamide C(#N)[C@@H](C[C@@H]1C(NCCC1)=O)NC(=O)[C@@H]1N(C[C@H]2[C@@H]1CCC2(F)F)C(=O)C2(C1=CC=CC=C1C=1C=CC=CC21)O